FC1=CC(=C(C=C1)C1=CC(=CC=C1)C=1OC2=C(N1)C=C(C=C2C(F)(F)F)CN[C@H]2[C@H](COC2)O)C2=NN=CN2C (3R,4R)-4-(((2-(4'-Fluoro-2'-(4-methyl-4H-1,2,4-triazol-3-yl)-[1,1'-biphenyl]-3-yl)-7-(trifluoromethyl)benzo[d]oxazol-5-yl)methyl)amino)tetrahydrofuran-3-ol